NC1=CC=C(OC2=CC(=C(C=C2)NC2=CC=CC=C2)Br)C=C1 4-(4-aminophenoxy)-2-bromophenylaniline